1-Allyloxy-4-oxoazetidin-2-ylmethyl ethanethioate C(C)(OCC1N(C(C1)=O)OCC=C)=S